5-bromo-N-(6-methylpyridin-2-yl)-2-trifluoromethyl-benzamide BrC=1C=CC(=C(C(=O)NC2=NC(=CC=C2)C)C1)C(F)(F)F